2-(2-(2-cyclopropylphenyl)-4-(4-methoxybenzyl)piperazin-1-yl)-7-azaspiro[3.5]nonane C1(CC1)C1=C(C=CC=C1)C1N(CCN(C1)CC1=CC=C(C=C1)OC)C1CC2(C1)CCNCC2